NC(CN1C(=NC=2C(=NC=3C=C(C=CC3C21)CC2=CC=CC=C2)N)COCC)(C)C 1-(2-amino-2-methylpropyl)-7-benzyl-2-(ethoxymethyl)-1H-imidazo[4,5-c]quinolin-4-amine